C(C1=CC=CC=C1)C=1NC(=NN1)C(=O)NC1=NC=CC(=C1)C1CCCC1 5-benzyl-N-(4-cyclopentylpyridin-2-yl)-4H-1,2,4-triazole-3-carboxamide